Lithium 3-Chlorobenzol ClC=1C=CC=CC1.[Li]